CC1=NC(=NC(=C1)C)N 4,6-dimethylpyrimidine-2-amine